FC=1C=C(C=CC1F)N1C(=C(C2=C1C=C1C=NNC1=C2)C2CCC(CC2)(C#N)O)C(C)C trans-4-[5-(3,4-difluorophenyl)-6-isopropyl-1H-pyrrolo[2,3-f]indazol-7-yl]-1-hydroxy-cyclohexane-carbonitrile